N=1C=NN2C(=NC=CC21)N2CCC1([C@@H]([C@@H](OC1)C)N)CC2 (3S,4S)-8-([1,2,4]triazolo[1,5-c]pyrimidin-5-yl)-3-methyl-2-oxa-8-azaspiro[4.5]decan-4-amine